O=C1NC(=NN=C1)C(=O)OCC Ethyl 5-oxo-4,5-dihydro-1,2,4-triazine-3-carboxylate